C(C1=CC=CC=C1)(=O)C1=CC=C(C=C1)OP(=O)(OC1=CC=C(C=C1)C(C1=CC=CC=C1)=O)[O-].[Na+] Natrium bis(4-benzoylphenyl)phosphat